3,6-dibromo-9,9-dimethyl-10-phenylacridine BrC=1C=CC=2C(C3=CC=C(C=C3N(C2C1)C1=CC=CC=C1)Br)(C)C